4-(4-(difluoromethyl)piperidin-1-yl)aniline FC(C1CCN(CC1)C1=CC=C(N)C=C1)F